N-((1R,2S)-1-(5-(tert-butoxy)pyridin-2-yl)-1-hydroxy-3-(pyrrolidin-1-yl)propan-2-yl)-2-(2,3-dihydro-1H-inden-2-yl)acetamide C(C)(C)(C)OC=1C=CC(=NC1)[C@@H]([C@H](CN1CCCC1)NC(CC1CC2=CC=CC=C2C1)=O)O